3-O-α-D-Galactopyranosyl-D-galactose [C@H]1([C@H](O)[C@@H](O)[C@@H](O)[C@H](O1)CO)O[C@H]([C@H](C=O)O)[C@@H](O)[C@H](O)CO